4-[3-[9-(4-tert-butoxycarbonylphenyl)-1-oxa-4,9-diazaspiro[5.5]undec-4-yl]cyclobutoxy]-2-methoxy-benzoic acid methyl ester COC(C1=C(C=C(C=C1)OC1CC(C1)N1CCOC2(C1)CCN(CC2)C2=CC=C(C=C2)C(=O)OC(C)(C)C)OC)=O